COC(C1=C(C=C(C(=C1)OCCCNC(=O)C1=CN=CO1)OC)[N+](=O)[O-])=O 4-methoxy-5-(3-(oxazole-5-carboxamido)propoxy)-2-nitrobenzoic acid methyl ester